3-ethyl-2-[3-(1-ethyl-4(1H)-quinolinylidene)-1-propenyl]benzoxazolium bromide [Br-].C(C)[N+]1=C(OC2=C1C=CC=C2)C=CC=C2C=CN(C1=CC=CC=C21)CC